C(C)(C)(C)[C@@H]1C=2C=C(C(NC2C2=C(C1)N1C(=N2)C(=CC(=C1)Cl)C(F)(F)F)=O)C(=O)O (R)-5-(tert-butyl)-9-chloro-2-oxo-11-(trifluoromethyl)-1,2,5,6-tetrahydropyrido[2',1':2,3]imidazo[4,5-h]quinoline-3-carboxylic acid